BrC1OCC(C(C1)=O)C bromo-5-methyldihydro-2H-pyran-4(3H)-one